C(CCCCC)OC[C@@H](COCCCCCCCC\C=C/C\C=C/CCCCC)N(C)C (2S)-1-(hexyloxy)-N,N-dimethyl-3-[(9Z,12Z)-octadec-9,12-dien-yloxy]propan-2-amine